OC=1C=C(C=C(C1)O)CC(=O)OCCCCCCCCCCCCCCCCCCC nonadecyl 3,5-dihydroxyphenylacetate